Methyl (S)-2-(2-fluoro-4-(6-hydroxypyridin-2-yl)-5-methylbenzyl)-1-(oxetan-2-ylmethyl)-1H-benzo[d]imidazole-6-carboxylate FC1=C(CC2=NC3=C(N2C[C@H]2OCC2)C=C(C=C3)C(=O)OC)C=C(C(=C1)C1=NC(=CC=C1)O)C